C12CNCC2C1C1CC12N(CCC(C2)C(=O)N)C(=O)C2=NNC(=C2)C2=CC(=NC=C2F)OC [3-azabicyclo[3.1.0]hexan-6-yl]-4-[5-(5-fluoro-2-methoxypyridin-4-yl)-1H-pyrazole-3-carbonyl]-4-azaspiro[2.5]octane-7-carboxamide